CC=1NC2=C3C(=CC=C2C1)C=CC=C3 Methyl-Benzindole